((1r,3R)-3-(benzo[d]thiazol-7-yloxy)cyclobutyl)((1R,5S)-8-(5-fluoropyridin-2-yl)-3,8-diazabicyclo[3.2.1]octan-3-yl)methanone S1C=NC2=C1C(=CC=C2)OC2CC(C2)C(=O)N2C[C@H]1CC[C@@H](C2)N1C1=NC=C(C=C1)F